C(C)(C)OC=1C(N(C2=CC=CC=C2N1)CC)=O 3-isopropoxy-1-ethyl-quinoxalin-2(1H)-one